2-(6-methoxy-2-methylindol-5-yl)-6-(piperidin-4-yl)-1,5-naphthyridine hydrochloride Cl.COC1=C(C=C2C=C(NC2=C1)C)C1=NC2=CC=C(N=C2C=C1)C1CCNCC1